C1(CC1)C=1C=2C=3N(C(=NC2C=CC1)NC=1C(N=CC=NC1)=O)N=C(N3)C3=CC(=CC=C3)F (6R)-6-{[10-cyclopropyl-2-(3-fluorophenyl)[1,2,4]triazolo[1,5-c]quinazolin-5-yl]amino}-1,4-diazepin-5-one